COC1=CC=C(C=C1)C(OC[C@]12O[C@H]([C@H](N(C1)C(N)=S)[C@@H]2O)N2C(NC(C(=C2)C)=O)=O)(C2=CC=CC=C2)C2=CC=C(C=C2)OC (1R,3R,4R,7S)-1-[[bis(4-methoxyphenyl)-phenyl-methoxy]methyl]-7-hydroxy-3-(5-methyl-2,4-dioxo-pyrimidin-1-yl)-2-oxa-5-azabicyclo[2.2.1]heptane-5-thiocarboxamide